ClC(C(=O)OCCOCCOCCOCCOC(C(=C)Cl)=O)=C tetraethylene glycol bis(chloroacrylate)